1-[({4-[2-(benzyloxy)-6-fluorophenyl]cyclohex-3-en-1-yl}oxy)methyl]-7-oxo-9-oxa-2,6-diazaspiro[4.5]decane-2-carboxylate C(C1=CC=CC=C1)OC1=C(C(=CC=C1)F)C1=CCC(CC1)OCC1N(CCC12NC(COC2)=O)C(=O)[O-]